(S)-N,N,N-trimethyl-4-oxo-4-((4-((2-oxo-2-(2-(2-oxo-2-((3,4,5-trimethoxybenzyl)amino)acetyl)pyrrolidin-1-yl)ethyl)carbamoyl)quinolin-8-yl)amino)butan-1-aminium iodide [I-].C[N+](CCCC(NC=1C=CC=C2C(=CC=NC12)C(NCC(N1[C@@H](CCC1)C(C(NCC1=CC(=C(C(=C1)OC)OC)OC)=O)=O)=O)=O)=O)(C)C